2-[(5-aminopyridin-2-yl)oxy]Ethanol tert-butyl-N-[2-[[2-[2-[(2-azidoacetyl)amino]ethylamino]-2-oxo-ethyl]amino]-2-oxo-ethyl]carbamate C(C)(C)(C)N(C(=O)OCCOC1=NC=C(C=C1)N)CC(=O)NCC(=O)NCCNC(CN=[N+]=[N-])=O